(4-bromophenyl)-oxirane BrC1=CC=C(C=C1)C1OC1